Cl.C(C(C)C)C=1C=C(C(=NC1)C#N)N1CCNCC1 5-Isobutyl-3-piperazin-1-yl-pyridine-2-carbonitrile hydrochloride